The molecule is a heparin dodecasaccharide consisting of 4-deoxy-2-O-sulfo-alpha-L-threo-hex-4-enopyranuronosyl, 2-deoxy-6-O-sulfo-2-(sulfoamino)-alpha-D-glucopyranosyl, 2-O-sulfo-alpha-L-idopyranuronosyl, 2-deoxy-6-O-sulfo-2-(sulfoamino)-alpha-D-glucopyranosyl, 2-O-sulfo-alpha-L-idopyranuronosyl, 2-deoxy-6-O-sulfo-2-(sulfoamino)-alpha-D-glucopyranosyl, 2-O-sulfo-alpha-L-idopyranuronosyl, 2-deoxy-6-O-sulfo-2-(sulfoamino)-alpha-D-glucopyranosyl, alpha-L-idopyranuronosyl, 2-acetamido-2-deoxy-6-O-sulfo-alpha-D-glucopyranosyl, beta-D-glucopyranuronosyl, and 2-deoxy-3,6-di-O-sulfo-2-(sulfoamino)-alpha-D-glucopyranose units joined in sequence by (1->4) linkages. Sequence: DUA2S-GlcNS6S-IdoA2S-GlcNS6S-IdoA2S-GlcNS6S-IdoA2S-GlcNS6S-IdoA-GlcNAc6S-GlcA-GlcNS3S6S. It is a heparin dodecasaccharide, an amino oligosaccharide and an oligosaccharide sulfate. CC(=O)N[C@@H]1[C@H]([C@@H]([C@H](O[C@@H]1O[C@H]2[C@@H]([C@H]([C@@H](O[C@@H]2C(=O)O)O[C@@H]3[C@H](O[C@@H]([C@@H]([C@H]3OS(=O)(=O)O)NS(=O)(=O)O)O)COS(=O)(=O)O)O)O)COS(=O)(=O)O)O[C@H]4[C@@H]([C@H]([C@@H]([C@@H](O4)C(=O)O)O[C@@H]5[C@@H]([C@H]([C@@H]([C@H](O5)COS(=O)(=O)O)O[C@H]6[C@@H]([C@H]([C@@H]([C@@H](O6)C(=O)O)O[C@@H]7[C@@H]([C@H]([C@@H]([C@H](O7)COS(=O)(=O)O)O[C@H]8[C@@H]([C@H]([C@@H]([C@@H](O8)C(=O)O)O[C@@H]9[C@@H]([C@H]([C@@H]([C@H](O9)COS(=O)(=O)O)O[C@H]1[C@@H]([C@H]([C@@H]([C@@H](O1)C(=O)O)O[C@@H]1[C@@H]([C@H]([C@@H]([C@H](O1)COS(=O)(=O)O)O[C@H]1[C@@H]([C@H](C=C(O1)C(=O)O)O)OS(=O)(=O)O)O)NS(=O)(=O)O)O)OS(=O)(=O)O)O)NS(=O)(=O)O)O)OS(=O)(=O)O)O)NS(=O)(=O)O)O)OS(=O)(=O)O)O)NS(=O)(=O)O)O)O)O